bis(2-pyridyl)oxamide N1=C(C=CC=C1)NC(C(NC1=NC=CC=C1)=O)=O